CN1N=C(C=C1)NC1=CC(=NC=N1)NC1=C(C#N)C=CC=C1 2-((6-((1-methyl-1H-pyrazol-3-yl)amino)pyrimidin-4-yl)amino)benzonitrile